copper(I) diphenylphosphinate C1(=CC=CC=C1)P([O-])(=O)C1=CC=CC=C1.[Cu+]